FC1=C(C=CC=C1)S(=O)(=O)C 1-fluoro-2-methylsulfonyl-benzene